Rel-N-((1S,2R)-2-aminocyclohexyl)-3,4-dihydro-2H-1,4-thiazine-6-carboxamide hydrochloride Cl.N[C@H]1[C@H](CCCC1)NC(=O)C1=CNCCS1 |o1:2,3|